FC(C1=CC(=NN1CCS(=O)(=O)C)C(=O)OCC)F ethyl 5-(difluoromethyl)-1-(2-(methylsulfonyl)ethyl)-1H-pyrazole-3-carboxylate